1-(trans-4-aminocyclohexyl)-3-(2-fluorobenzyl)-1-(5-(2-methoxypyrimidin-5-yl)pyridin-2-yl)urea N[C@@H]1CC[C@H](CC1)N(C(=O)NCC1=C(C=CC=C1)F)C1=NC=C(C=C1)C=1C=NC(=NC1)OC